sodium pyrrolidone salt N1C(CCC1)=O.[Na]